1-(4-Chloro-5-(4,4,5,5-tetramethyl-1,3,2-dioxaborolan-2-yl)-2H-indazol-2-yl)-2-methylpropan-2-ol ClC=1C2=CN(N=C2C=CC1B1OC(C(O1)(C)C)(C)C)CC(C)(O)C